FC1=C(C=CC=C1)C1=CC(=CN1S(=O)(=O)C1=CC(=CC(=C1)OCCCOC)C#CCOC)CNC 1-(5-(2-fluorophenyl)-1-((3-(3-methoxyprop-1-yn-1-yl)-5-(3-methoxypropoxy)phenyl)sulfonyl)-1H-pyrrol-3-yl)-N-methylmethanamine